FC1(CC(C1)CS(=O)(=O)NC12CC(C1)(C2)N2C=NC=1C2=C2C(=NC1)NC=C2)F 1-(3,3-difluorocyclobutyl)-N-(3-(imidazo[4,5-d]pyrrolo[2,3-b]pyridin-1(6H)-yl)bicyclo[1.1.1]pentan-1-yl)methane-sulfonamide